N-(9-((6aR,8R,9R,9aR)-9-((2-(2-aminoethoxy)ethoxy)methoxy)-2,2,4,4-tetraisopropyltetrahydro-6H-furo[3,2-f][1,3,5,2,4]trioxadisilocin-8-yl)-9H-purin-6-yl)benzamide NCCOCCOCO[C@H]1[C@@H](O[C@H]2[C@H]1O[Si](O[Si](OC2)(C(C)C)C(C)C)(C(C)C)C(C)C)N2C1=NC=NC(=C1N=C2)NC(C2=CC=CC=C2)=O